amidino-β-naphthol methanesulfonate CS(=O)(=O)OC1=C(C2=CC=CC=C2C=C1)C(N)=N